C(C)(C)OC1CCOC1C 4-isopropoxy-5-methyltetrahydrofuran